2-(4-(((6-((4-chlorobenzyl)(isopropyl)amino)-5-fluoropyrimidin-4-yl)amino)methyl)-3-hydroxypiperidin-1-yl)acetamide ClC1=CC=C(CN(C2=C(C(=NC=N2)NCC2C(CN(CC2)CC(=O)N)O)F)C(C)C)C=C1